(2S)-2-(9H-fluoren-9-yl-methoxycarbonyl-amino)propanoic acid C1=CC=CC=2C3=CC=CC=C3C(C12)N([C@H](C(=O)O)C)C(=O)OC